2-(1-(4-amino-3-(2-methyl-1H-benzo[d]imidazol-5-yl)-1H-pyrazolo[3,4-d]pyrimidin-1-yl)ethyl)-3-(3-fluorophenyl)-4H-chromen-4-one NC1=C2C(=NC=N1)N(N=C2C2=CC1=C(NC(=N1)C)C=C2)C(C)C=2OC1=CC=CC=C1C(C2C2=CC(=CC=C2)F)=O